C(#N)C1=CC2=C(CN(CC(O2)(C)C)CC=2C=C(C=CC2C)[C@H](CC(=O)O)C2=C(C3=C(N(N=N3)C)C=C2)C)C=C1 |o1:21| rel-(S)-3-(3-((8-Cyano-2,2-dimethyl-2,3-dihydrobenzo[f][1,4]oxazepin-4(5H)-yl)methyl)-4-methylphenyl)-3-(1,4-dimethyl-1H-benzo[d][1,2,3]triazol-5-yl)propanoic acid